ClC1=NN(C=C1C(=O)N[C@H]1C[C@H](CCC1)NC1=CC(=NC2=CC=C(C=C12)Cl)C(F)(F)F)S(=O)(=O)C 3-chloro-N-((1R,3S)-3-((6-chloro-2-(trifluoromethyl)quinolin-4-yl)amino)cyclohexyl)-1-(methylsulfonyl)-1H-pyrazole-4-carboxamide